ClCC=1C(=CC(=NC1)NC(C1=C(C=C(C=C1)C#N)C)=O)C(F)(F)F N-[5-(chloromethyl)-4-(trifluoromethyl)pyridin-2-yl]-4-cyano-2-methylbenzamide